COC1CN(C1)C1CC(N(CC1)C1=NN(C(=C1)C)C1CC2(CN(C2)C(=O)OC(C)(C)C)C1)(C)C tert-butyl 6-(3-(4-(3-methoxyazetidin-1-yl)-2,2-dimethylpiperidin-1-yl)-5-methyl-1H-pyrazol-1-yl)-2-azaspiro[3.3]heptane-2-carboxylate